thiolane 1,1-dioxide S1(CCCC1)(=O)=O